C(CC)O[Si](C(CCNC(=O)N)C)(OCCC)OCCC 3-tripropoxysilylbutylurea